(1-oxo-6-(6-oxo-6-(4-(pyridin-2-yl)piperazin-1-yl)hexyl)isoindolin-2-yl)piperidine-2,6-dione O=C1N(CC2=CC=C(C=C12)CCCCCC(N1CCN(CC1)C1=NC=CC=C1)=O)N1C(CCCC1=O)=O